iron-chromium-cobalt oxide [Co]=O.[Cr].[Fe]